(E)-4-((5-(2,3-dichlorophenyl)furan-2-yl)methylene)-7-methoxy-2-methyl-1,2,3,4-tetrahydroacridine-9-carboxylic acid ClC1=C(C=CC=C1Cl)C1=CC=C(O1)\C=C\1/CC(CC2=C(C3=CC(=CC=C3N=C12)OC)C(=O)O)C